C(C)N1C[C@H]2C[C@H]2[C@@H](C1)OC=1C=C2CN(C(C2=CC1)=O)C1C(NC(CC1)=O)=O |o1:4,6,7| 3-(5-(((1S*,5S*,6R*)-3-ethyl-3-azabicyclo[4.1.0]heptan-5-yl)oxy)-1-oxoisoindolin-2-yl)piperidine-2,6-dione